FC1(CN(CC[C@H]1C1=CC=C(C(=O)NC2=NNC3=NC(=CC=C32)NC3=C(C=CC=C3)F)C=C1)C)F |o1:6| rel-(S)-4-(3,3-difluoro-1-methylpiperidin-4-yl)-N-(6-((2-fluorophenyl)amino)-1H-pyrazolo[3,4-b]pyridin-3-yl)benzamide